N1N=C(C=C1)C=1C(=NC=CC1)C1=NC=CC=C1 pyrazolyl-bipyridine